Cl.NCC(=O)C1=CC2=CC=CC=C2C=C1 2-amino-1-(2-naphthyl)ethanone hydrochloride